CN1CCC(CC1)CNC=1SC(=CN1)C(=O)[O-] ((1-methylpiperidin-4-ylmethyl)amino)thiazole-5-carboxylate